methoxy-[1,2,4]triazolo[1,5-c]quinazolin COC1=NN2C=NC=3C=CC=CC3C2=N1